3-(hydroxymethyl)benzenesulfonamide OCC=1C=C(C=CC1)S(=O)(=O)N